OC1=C(C=C(C=C1C(C)CC)C(C)(C)C)N1N=C2C(=N1)C=CC=C2 2-(2-hydroxy-3-sec-butyl-5-tert.-butylphenyl)benzotriazole